5-(3-chlorophenyl)-3-methoxy-2-pyridinecarbonitrile ClC=1C=C(C=CC1)C=1C=C(C(=NC1)C#N)OC